4-fluoro-4-[methoxy(methyl)carbamoyl]piperidine-1-carboxylic acid tert-butyl ester C(C)(C)(C)OC(=O)N1CCC(CC1)(C(N(C)OC)=O)F